2-((((9H-Fluoren-9-yl)methoxy)carbonyl)(methyl)amino)-3-(4-(trifluoromethyl)phenyl)propanoic acid C1=CC=CC=2C3=CC=CC=C3C(C12)COC(=O)N(C(C(=O)O)CC1=CC=C(C=C1)C(F)(F)F)C